[1,3-bis(2,4,6-trimethylphenyl)imidazolidin-2-ylidene]dichloro{[2-(propan-2-yloxy)phenyl]methylidene}ruthenium CC1=C(C(=CC(=C1)C)C)N1C(N(CC1)C1=C(C=C(C=C1C)C)C)=[Ru](=CC1=C(C=CC=C1)OC(C)C)(Cl)Cl